tert-butyl 3-(5-bromo-2-thienyl)-3-hydroxy-8-azabicyclo[3.2.1]octane-8-carboxylate BrC1=CC=C(S1)C1(CC2CCC(C1)N2C(=O)OC(C)(C)C)O